BrN1C(C2=C(C=CC=C2CC1)F)=O bromo-8-fluoro-3,4-dihydroisoquinolin-1(2H)-one